N1(CCC(CC1)C1CCNCC1)C1=CC2=C(N(C(N2C)=O)C2C(NC(CC2)=O)=O)C=C1F 3-(5-([4,4'-bipiperidin]-1-yl)-6-fluoro-3-methyl-2-oxo-2,3-dihydro-1H-benzo[d]imidazol-1-yl)piperidine-2,6-dione